OB1OCC2=C1C=C(C=C2S(=O)(=O)C)C(=O)O 1-hydroxy-4-(methylsulfonyl)-1,3-dihydrobenzo[c][1,2]oxaborole-6-carboxylic acid